[N+](=O)([O-])C1=CC=C(C(=O)OC2COCC2)C=C1 tetrahydrofuran-3-yl 4-nitrobenzoate